The molecule is a thiazolopyrimidine that is 5H-[1,3]thiazolo[3,2-a]pyrimidin-5-one which is substituted at position 7 by a methyl group and at position 6 by a 2-{4-[bis(4-fluorophenyl)methylidene]piperidin-1-yl}ethyl group. A potent and long-acting seratonin (5-hydroxytryptamine, 5-HT) antagonist of the subtype 5-HT2 (Ki = 0.39 nM), it is used in the treatment of a variety of disorders including anxiety, depression and schizophrenia. It has little sedative action. It has a role as a dopaminergic antagonist, a serotonergic antagonist, an antipsychotic agent, an anxiolytic drug, an antidepressant and an EC 3.4.21.26 (prolyl oligopeptidase) inhibitor. It is an organofluorine compound, a member of piperidines and a thiazolopyrimidine. CC1=C(C(=O)N2C=CSC2=N1)CCN3CCC(=C(C4=CC=C(C=C4)F)C5=CC=C(C=C5)F)CC3